ClC1=C(C=C(C(=C1)Cl)Cl)NC(=O)N 2,4,5-trichlorophenyl-urea